2-methoxy-6-acetyl-1,4-naphthoquinone COC=1C(C2=CC=C(C=C2C(C1)=O)C(C)=O)=O